1,2-bis(3-aminopropyl-amino)ethane tert-Butyl-3-(2-fluoro-4-nitrophenyl)-3,8-diazabicyclo[3.2.1]octane-8-carboxylate C(C)(C)(C)OC(=O)N1C2CN(CC1CC2)C2=C(C=C(C=C2)[N+](=O)[O-])F.NCCCNCCNCCCN